CC1=C(C(=O)C(=C(C1=O)O)OC)C/C=C(\\C)/CC/C=C(\\C)/CC/C=C(\\C)/CC/C=C(\\C)/CC/C=C(\\C)/CC/C=C(\\C)/CC/C=C(\\C)/CCC=C(C)C The molecule is a polyprenylbenzoquinone that is fumigatin which is substituted by an all-trans-octaprenyl group at position 6. It is a polyprenylbenzoquinone and a member of monohydroxy-1,4-benzoquinones.